((4-methoxybenzyl)amino)-1-(tetrahydro-2H-pyran-2-yl)-1H-pyrazole-3-carboxylic acid ethyl ester C(C)OC(=O)C1=NN(C=C1NCC1=CC=C(C=C1)OC)C1OCCCC1